CN1N=C(C=C1C)NC1=NC=C(C(=N1)C1=CNC2=C(C=CC=C12)N1C(C2=CC=CC(=C2C1)C1=CCN(CC1)C(=O)N)=O)C 4-(2-(3-(2-((1,5-dimethyl-1H-pyrazol-3-yl)amino)-5-methylpyrimidin-4-yl)-1H-indol-7-yl)-1-oxoisoindolin-4-yl)-5,6-dihydropyridine-1(2H)-carboxamide